Ethylene glycol mono-tertiary butyl ether C(C)(C)(C)OCCO